4-amino-N-(3-hydroxybutan-2-yl)-3-methyl-N-((5-(trifluoromethyl)pyridin-2-yl)methyl)-1,3-dihydrofuro[3,4-c]quinoline-8-carboxamide NC1=NC=2C=CC(=CC2C2=C1C(OC2)C)C(=O)N(CC2=NC=C(C=C2)C(F)(F)F)C(C)C(C)O